N1(CCC2=NC=CC=C21)C=2C=NC=1CCN(CC1C2)C2=NC=NC1=CC=C(C=C21)F 4-(3-(2,3-dihydro-1H-pyrrolo[3,2-b]pyridin-1-yl)-7,8-dihydro-1,6-naphthyridin-6(5H)-yl)-6-fluoroquinazoline